C(CCCCCCCCCCCCCCCCCCCCCC)N tricosanamine